FC1=C(C=C(C=C1)C=1C=C2C(=NC1)N(C(N2CC=2N=NC=CC2)=O)C)C(F)(F)F 6-[4-fluoro-3-(trifluoromethyl)phenyl]-3-methyl-1-(pyridazin-3-ylmethyl)imidazo[4,5-b]pyridin-2-one